CC=1C=C(C(=C(C1)O)C1C(CCC(=C1)C)C(=C)C)O (-)-4,5'-dimethyl-2'-(prop-1-en-2-yl)-1',2',3',4'-tetrahydro-[1,1'-biphenyl]-2,6-diol